3-(7-((1-(2,2-difluoro-2-(4-fluorophenyl)acetyl)piperidin-4-yl)oxy)-1-methyl-1H-indazol-3-yl)piperidine-2,6-dione FC(C(=O)N1CCC(CC1)OC=1C=CC=C2C(=NN(C12)C)C1C(NC(CC1)=O)=O)(C1=CC=C(C=C1)F)F